CN1CCN(CC1)C1=CC=C(C=C1)C1(CC1)NC(=O)C=1SC=2C(C=3C=CN=CC3C(C2N1)=O)=O N-(1-(4-(4-methylpiperazin-1-yl)phenyl)cyclopropyl)-4,9-dioxo-4,9-dihydrothiazolo[5,4-g]isoquinoline-2-carboxamide